3-(benzyloxy)-1-(2-ethoxy-2-oxoethyl)-5-methoxypyridazin-1-ium C(C1=CC=CC=C1)OC=1N=[N+](C=C(C1)OC)CC(=O)OCC